N-(6-((8'-METHYL-1',5'-DIOXO-1',2,3,3A,4,5',6,6A-OCTAHYDRO-1H,2'H-SPIRO[CYCLOPENTA[C]PYRROLE-5,3'-IMIDAZO[1,5-A]PYRIDIN]-6'-YL)AMINO)PYRIMIDIN-4-YL)CYCLOPROPANECARBOXAMIDE CC1=C2N(C(C(=C1)NC1=CC(=NC=N1)NC(=O)C1CC1)=O)C1(NC2=O)CC2C(CNC2)C1